CC1=CC=C(C(=S)C2=CC=C(C(=O)C3=CC=CC=C3)C=C2)C=C1 4-(4-methylbenzothioyl)benzophenone